CC1(OCC2(C1)CCN(CC2)C2=C(C=CC=C2)NS(=O)(=O)C=C(C2=CC=CC=C2)F)C N-(2-{3,3-dimethyl-2-oxa-8-azaspiro[4.5]decan-8-yl}phenyl)-2-fluoro-2-phenylethene-1-sulfonamide